[Na+].N#C[S-].N#CS.N#CS tristhiocyanic acid monosodium salt